FC(C1=CC=C(C=C1)CC=1C=2N(C=CC1)N=CC2C(=O)NC21CCC(CC2)(CC1)C(=O)OC)(F)F methyl 4-[[4-[[4-(trifluoromethyl) phenyl]methyl]pyrazolo[1,5-a]pyridine-3-carbonyl]amino]bicyclo[2.2.2]octane-1-carboxylate